6-bromo-1-(tetrahydro-2H-pyran-2-yl)-1H-pyrazolo[4,3-b]pyridine BrC=1C=C2C(=NC1)C=NN2C2OCCCC2